(S)-6-cyclopropyl-4-((2-isopropyl-4-methylpiperazin-1-yl)methyl)-N-(3-(3-((4-methyl-4H-1,2,4-triazol-3-yl)methyl)oxetan-3-yl)phenyl)picolinamide C1(CC1)C1=CC(=CC(=N1)C(=O)NC1=CC(=CC=C1)C1(COC1)CC1=NN=CN1C)CN1[C@H](CN(CC1)C)C(C)C